N-(4-phenylbut-3-en-2-yl)cyclopropanamine C1(=CC=CC=C1)C=CC(C)NC1CC1